NC=1C=2N(C=CN1)C(=NC2C2=CC=C(C(=O)NC1=NC=CC=C1)C=C2)[C@H]2N(CCC2)CCCCCNC2=C1C(N(C(C1=CC=C2)=O)C2C(NC(CC2)=O)=O)=O 4-(8-Amino-3-((2S)-1-(5-((2-(2,6-dioxopiperidin-3-yl)-1,3-dioxoisoindoline-4-yl)amino)pentyl)pyrrolidin-2-yl)imidazo[1,5-a]pyrazin-1-yl)-N-(pyridin-2-yl)benzamide